BrC=1C(=CC=C2C(=CNC12)S(=O)(=O)NC1=NC(=C(C=C1F)OCCF)F)Cl 7-bromo-6-chloro-N-[3,6-difluoro-5-(2-fluoroethoxy)-2-pyridyl]-1H-indole-3-sulfonamide